ClC1=CC=C(OC2=CC=C(C=C2)C(C(=O)N)C=O)C=C1 (4-(4-chlorophenoxy)phenyl)-3-oxopropanamide